O1CCC2=C1C=CC(=C2)CN(CCC2=CC=C(C=C2)NC(=O)C2=C(C=C(C(=C2)OC)OC)NC(=O)C=2OC1=CC=CC=C1C(C2)=O)CC=2C=NC=CC2 N-(2-((4-(2-(((2,3-Dihydrobenzofuran-5-yl)methyl)(pyridin-3-ylmethyl)amino)ethyl)phenyl)carbamoyl)-4,5-dimethoxyphenyl)-4-oxo-4H-chromene-2-carboxamide